2-(2,6-dioxopiperidine-3-yl)-4-nitroisoindoline O=C1NC(CCC1N1CC2=CC=CC(=C2C1)[N+](=O)[O-])=O